[3-(2-(Dimethylamino)ethyl)-1H-indol-4-yl] phosphate P(=O)(OC1=C2C(=CNC2=CC=C1)CCN(C)C)([O-])[O-]